2-(2-Acetylpyrrolidin-1-yl)propionic acid C(C)(=O)C1N(CCC1)C(C(=O)O)C